O1CC(CC1)CNC1=NC(=NC(=N1)NC1=CC(=NC=C1)C(F)(F)F)C1=NC=CC(=N1)C(F)(F)F N2-((tetrahydrofuran-3-yl)methyl)-N4-(2-(trifluoromethyl)pyridin-4-yl)-6-(4-(trifluoromethyl)pyrimidin-2-yl)-1,3,5-triazine-2,4-diamine